4-(8-(3-Methoxyphenethyl)-2,6-dioxo-1-(prop-2-yn-1-yl)-1,2,6,7-tetrahydro-3H-purin-3-yl)butane-1-sulfonic acid COC=1C=C(CCC2=NC=3N(C(N(C(C3N2)=O)CC#C)=O)CCCCS(=O)(=O)O)C=CC1